(S)-Ethyl 3-(2-(2-(1,8-naphthyridin-2-yl)ethyl)-2-azaspiro[3.3]heptane-6-carboxamido)-3-(6-methoxypyridin-3-yl)propanoate N1=C(C=CC2=CC=CN=C12)CCN1CC2(C1)CC(C2)C(=O)N[C@@H](CC(=O)OCC)C=2C=NC(=CC2)OC